CN(C(C1=CC=C(C=C1)C)=O)C1=NN(C=N1)C1=CC=C(C=C1)C N,4-dimethyl-N-(1-(p-tolyl)-1H-1,2,4-triazol-3-yl)benzamide